(R)-1-((7-cyano-2-(3'-(3-((1-hydroxy-prop-2-ylamino)methyl)-1,7-naphthyridin-8-ylamino)-2,2'-dimethylbiphenyl-3-yl)benzo[d]oxazol-5-yl)methyl)piperidine-4-carboxylic acid C(#N)C1=CC(=CC=2N=C(OC21)C=2C(=C(C=CC2)C2=C(C(=CC=C2)NC=2N=CC=C1C=C(C=NC21)CN[C@@H](CO)C)C)C)CN2CCC(CC2)C(=O)O